C(/C)=C/1\CN(CC[C@H]1C(=O)C=1NC2=CC=C(C=C2C1)C1=CC=C(C=C1)F)CCCCC [(3E,4R)-3-ethylidene-1-pentylpiperidin-4-yl][5-(4-fluorophenyl)-1H-indol-2-yl]methanone